C([C@H](C(=O)O)N)[S] The molecule is a cysteinyl radical derived from D-cysteine. It has a role as a fundamental metabolite. It is a D-amino acid radical and a cysteinyl radical. It derives from a D-cysteine. It is an enantiomer of a L-cysteinyl radical.